N1=CC=C(C=C1)C1=NC=CC=C1 2-pyridin-4-ylpyridine